NCCC1=CC=CC(=N1)C(CO)(F)F 2-(6-(2-aminoethyl)pyridin-2-yl)-2,2-difluoro-1-ethanol